3-(3,5-dichlorophenyl)-4,5-dihydro-1H-benzo[g]indole-2-carboxamide ClC=1C=C(C=C(C1)Cl)C1=C(NC=2C3=C(CCC12)C=CC=C3)C(=O)N